(1R,2S,3R,5R)-3-[4-(methylamino)pyrrolo[2,3-d]pyrimidin-7-yl]-5-{[phenyl({3-[(2-phenylethyl)amino]propyl})amino]methyl}cyclopentane-1,2-diol inden-1-ylmalonate C1(C=CC2=CC=CC=C12)C(C(=O)O)C(=O)O.CNC=1C2=C(N=CN1)N(C=C2)[C@H]2[C@@H]([C@@H]([C@H](C2)CN(CCCNCCC2=CC=CC=C2)C2=CC=CC=C2)O)O